OC=1C=C(C=2C=CC=3N(C2N1)C=C(N3)C(=O)NN)C(F)(F)F 2-hydroxy-4-(trifluoromethyl)imidazo[1,2-a][1,8]naphthyridine-8-carbohydrazide